lithium potassium 2-(sec-butyl)-2-phenylmalonate C(C)(CC)C(C(=O)[O-])(C(=O)[O-])C1=CC=CC=C1.[K+].[Li+]